(pyran-4-yl)methyl-3-oxobutanoate O1CC=C(C=C1)COC(CC(C)=O)=O